1-((S)-2-(3-((2-(4-methoxypiperidin-1-yl)pyrimidin-4-yl)amino)-8-((2R,3S)-2-methyl-3-(2-(methylsulfonyl)propan-2-yl)azetidin-1-yl)isoquinolin-5-yl)piperidin-1-yl)prop-2-en-1-one COC1CCN(CC1)C1=NC=CC(=N1)NC=1N=CC2=C(C=CC(=C2C1)[C@H]1N(CCCC1)C(C=C)=O)N1[C@@H]([C@H](C1)C(C)(C)S(=O)(=O)C)C